myristic acid triethanolamine salt N(CCO)(CCO)CCO.C(CCCCCCCCCCCCC)(=O)O